6-(3-Fluorophenyl)-3-methyl-1-(pyrimidin-2-ylmethyl)imidazo[4,5-b]pyridin FC=1C=C(C=CC1)C=1C=C2C(=NC1)N(CN2CC2=NC=CC=N2)C